methyl 3-azabicyclo[3.1.1]heptane-3-carboxylate C12CN(CC(C1)C2)C(=O)OC